3-[2-carboxy-5-(1,2-dihydroxyethyl)benzamido]-3',4'-difluoro-[1,1'-biphenyl]-4-carboxylic acid C(=O)(O)C1=C(C(=O)NC=2C=C(C=CC2C(=O)O)C2=CC(=C(C=C2)F)F)C=C(C=C1)C(CO)O